(R)-(tert-butyl 1-(2-(6-(cyclopropylmethyl)-6H-furo[2,3-b]pyrrol-5-yl)-7-methoxy-1-methyl-1H-benzo[d]imidazole-5-carbonyl) piperidin-3-yl) carbamate C(N)(OC1[C@H](N(CCC1)C(=O)C1=CC2=C(N(C(=N2)C2=CC3=C(N2CC2CC2)OC=C3)C)C(=C1)OC)C(C)(C)C)=O